C(C)(C)(C)OC(=O)N1C2=C(C(=C1)CC(=O)O)C=CS2 2-(6-(tert-Butoxycarbonyl)-6H-thieno[2,3-b]pyrrol-4-yl)acetic acid